(E)-3-(2,3-dimethylguanidino)benzoic acid C/N=C(/NC=1C=C(C(=O)O)C=CC1)\NC